chloro-mesitylene ClC1=C(C=C(C=C1C)C)C